C1(CC(=O)OC2(SC(C(S2)C(C)C)C(C)C)O1)=O diisopropyl-1,3-dithiolan-2-ylidene malonate